(S)-8-chloro-1-(2,6-dichlorophenyl)-5-(3,4-dihydroxybutyl)-2-(hydroxymethyl)-1,6-naphthyridin-4(1H)-one ClC=1C=NC(=C2C(C=C(N(C12)C1=C(C=CC=C1Cl)Cl)CO)=O)CC[C@@H](CO)O